NC=1C2=C(N=CN1)C(=CS2)[C@]2([C@@H]([C@@H]([C@H](O2)CO[P@](=O)(OC2=CC=CC=C2)N[C@@H](C)C(=O)OCC(CC)CC)O)O)C#N 2-ethylbutyl ((S)-(((2R,3S,4R,5R)-5-(4-aminothieno[3,2-d]pyrimidin-7-yl)-5-cyano-3,4-dihydroxytetrahydrofuran-2-yl)methoxy)(phenoxy)phosphoryl)-L-alaninate